(7S)-3-(2-{[(1-Hydroxycyclobutyl)methyl]amino}ethyl)-7-methyl-2-[2-(2-oxo-1,2-dihydropyridin-1-yl)ethyl]-3H,6H,7H,8H,9H-imidazo[4,5-f]chinolin OC1(CCC1)CNCCN1C(=NC2=C3CC[C@@H](NC3=CC=C21)C)CCN2C(C=CC=C2)=O